FC1=C(C(=CC=C1)F)[C@H]1CC[C@H](CC1)OC[C@@H]1NCCC[C@@H]1NS(=O)(=O)C N-(cis-2-(((cis-4-(2,6-difluorophenyl)cyclohexyl)oxy)methyl)piperidin-3-yl)methanesulfonamide